7-methoxy-6-(3-morpholin-4-ylpropoxy)quinazolin-4(3H)-one COC1=C(C=C2C(NC=NC2=C1)=O)OCCCN1CCOCC1